2,5-dihydroxy-3,4-hexanedione OC(C)C(C(C(C)O)=O)=O